BrC=1C=C2C(=CN(C2=CC1)CC(=O)N/N=C/C1=CC=C(C=C1)C)C1=N[C@H]([C@@H](NC1=O)C1=CC=CC=C1)C1=CC=CC=C1 2-(5-bromo-3-((5S,6S)-3-oxo-5,6-diphenyl-3,4,5,6-tetrahydropyrazin-2-yl)-1H-indol-1-yl)-N'-((E)-4-methylbenzylidene)acethydrazide